O.[B] boron compound with water